C1(CCCCC1)NC(CS(=O)(=O)O)C N-cyclohexyl-2-aminopropanesulfonic acid